C(C1=CC=CC=C1)OC=1C(=C(C=C(C1F)C(F)(F)F)N1C(=NC2=C1C=NC(=C2)Br)C)F 3-(3-(Benzyloxy)-2,4-difluoro-5-(trifluoromethyl)phenyl)-6-bromo-2-methyl-3H-imidazo[4,5-c]pyridine